C1(CC1)C[C@H]1C[C@@H](N(CC1)CC1=C2C=CNC2=C(C=C1OC)C)C1=CC=C(C(=O)O)C=C1 4-((2R,4r)-4-(cyclopropylmethyl)-1-((5-methoxy-7-methyl-1H-indol-4-yl)methyl)piperidin-2-yl)benzoic acid